1-hexyl-2,3-dimethylimidazole chloride [Cl-].C(CCCCC)N1C(N(C=C1)C)C